(1S,3S)-3-((6-(5-(((((3-fluorobenzyl)oxy)carbonyl)amino)methyl)-1-methyl-1H-1,2,3-triazol-4-yl)pyridin-3-yl)oxy)cyclohexane-1-carboxylic acid FC=1C=C(COC(=O)NCC2=C(N=NN2C)C2=CC=C(C=N2)O[C@@H]2C[C@H](CCC2)C(=O)O)C=CC1